C(C)(C)(C)N1C(=C(C(C1=O)(C)C)C(=O)OC)C(=O)OC dimethyl 1-(tert-butyl)-4,4-dimethyl-5-oxo-4,5-dihydro-1H-pyrrole-2,3-dicarboxylate